tert-butyl (2S,5R)-1-benzyl-5-(2-methoxy-2-oxoethyl)pyrrolidine-2-carboxylate C(C1=CC=CC=C1)N1[C@@H](CC[C@@H]1CC(=O)OC)C(=O)OC(C)(C)C